FC(C)(F)[C@@]12CCN(C[C@H]2C1)C1=C(C(=O)NC2=NC(=NC(=C2)C)N2CCC(CC2)(F)F)C=CC(=C1)NS(=O)(=O)CCO 2-((1S,6R)-6-(1,1-difluoroethyl)-3-azabicyclo[4.1.0]heptan-3-yl)-N-(2-(4,4-difluoropiperidin-1-yl)-6-methylpyrimidin-4-yl)-4-((2-hydroxyethyl)sulfonamido)benzamide